(phenyldibenzoselenophenyl)triazine C1(=CC=CC=C1)C1=C(C2=C([Se]C3=C2C=CC=C3)C=C1)C1=NN=NC=C1